C(C(C)C)NC(=O)N1C=CC2=C1N=CN=C2OC2=CC=C(C=C2)NC(CC2=CC=C(C=C2)C(F)(F)F)=O N-isobutyl-4-(4-(2-(4-(trifluoromethyl)phenyl)acetamido)phenoxy)-7H-pyrrolo[2,3-D]pyrimidine-7-carboxamide